(S)-2-(6-(4-(but-2-ynoyl)piperazin-1-yl)-4-(3-((4-methyl-4H-1,2,4-triazol-3-yl)methyl)oxetan-3-yl)pyridin-2-yl)-6-((3-methylpiperidin-1-yl)methyl)-4-(trifluoromethyl)isoindolin-1-one C(C#CC)(=O)N1CCN(CC1)C1=CC(=CC(=N1)N1C(C2=CC(=CC(=C2C1)C(F)(F)F)CN1C[C@H](CCC1)C)=O)C1(COC1)CC1=NN=CN1C